C1C(CC12OCCO2)C2=CC=C(C=C2)NC(OC(C)(C)C)=O tert-butyl (4-(5,8-dioxaspiro[3.4]octan-2-yl)phenyl)carbamate